4-acetyl-deoxycytidine C(C)(=O)C1(NC(N([C@H]2C[C@H](O)[C@@H](CO)O2)C=C1)=O)N